FC(C=1C=C(C=C(C1)C(F)(F)F)NC=1N(C2=NC(=NC=C2N1)NC(C)(C)C)C1CCN(CC1)C(=O)OC(C)(C)C)(F)F tert-Butyl 4-(8-((3,5-bis(trifluoromethyl)phenyl)amino)-2-(tert-butylamino)-9H-purin-9-yl)piperidine-1-carboxylate